2-(4-bromophenyl)-7,8-dihydro-4-propyl-1H-imidazo[2,1-i]purin-5(4H)-one BrC1=CC=C(C=C1)C1=NC=2N(C(N3C(C2N1)=NCC3)=O)CCC